FC(C(=O)O)(F)F.FC(C(=O)O)(F)F.CC=1C=2N(C=C(N1)C)N=C(C2)C2=NC1=CC=C(C=C1C(N2)=O)N2CCNC1(CC1)C2 2-(4,6-Dimethylpyrazolo[1,5-a]pyrazin-2-yl)-6-(4,7-diazaspiro[2.5]octan-7-yl)quinazolin-4(3H)-one bistrifluoroacetate